S(C)(=O)(=O)O.C(C=C)(=O)N prop-2-enamide mesylate